C1(CCCCC1)P(C1CCCCC1)C1CCCCC1 tri(cyclohexyl)phosphane